ClC1=C2N=CNC2=NC(=N1)NC(C(C)C)=O 6-chloro-2-isobutyramido-9H-purine